C(C)N1C(=CC=C1)[Sn](C)(C)C 1-ethyl-2-(trimethylstannyl)1H-pyrrole